COC=1C=2C3=C(NC2C=CC1)N=CC=N3 9-methoxy-5H-pyrazino[2,3-b]indole